(2R,3S,4S,5S)-4-(aminomethyl)-3-(3-chlorophenyl)-4-(4-chlorophenyl)-5-neopentylpyrrolidine-2-carboxylic acid tert-butyl ester C(C)(C)(C)OC(=O)[C@@H]1N[C@H]([C@@]([C@@H]1C1=CC(=CC=C1)Cl)(C1=CC=C(C=C1)Cl)CN)CC(C)(C)C